N-(5-((5-chloro-4-(1H-indol-1-yl)pyrimidin-2-yl)amino)-2-((2-(dimethylamino)ethyl)(methyl)amino)-4-methoxyphenyl)acrylamide ClC=1C(=NC(=NC1)NC=1C(=CC(=C(C1)NC(C=C)=O)N(C)CCN(C)C)OC)N1C=CC2=CC=CC=C12